NOCC(=O)N[C@@H](CC1=CNC2=CC=CC=C12)C(=O)N[C@@H](CC1=CNC2=CC=CC=C12)C(=O)OC methyl (2-(aminooxy)acetyl)-L-tryptophyl-L-tryptophanate